4-[[4-[3-(hydroxymethyl)-4-methyl-6-(trifluoromethyl)-2-pyridinyl]phenyl]methyl]-1,4-oxaazepan-3-one OCC=1C(=NC(=CC1C)C(F)(F)F)C1=CC=C(C=C1)CN1C(COCCC1)=O